FC1=CC=CC(=N1)OC1=CC(=NC=C1)C(=O)N[C@@H]1C(N(C2=C(OC1)C=CC(=C2)C#CC2(COC2)O)C)=O (S)-4-((6-Fluoropyridin-2-yl)oxy)-N-(7-((3-hydroxyoxetan-3-yl)ethynyl)-5-methyl-4-oxo-2,3,4,5-tetrahydrobenzo[b][1,4]oxazepin-3-yl)pyridineamide